ON(C=1C=2N=CN([C@H]3[C@H](O)[C@H](O)[C@@H](CO)O3)C2N=CN1)C(NC([C@@H](N)C(C)C)=O)=O N6-hydroxy-N-valylcarbamoyl-adenosine